Morpholino-N-(pyridin-4-yl)-9H-purin-6-amine O1CCN(CC1)C1=NC(=C2N=CNC2=N1)NC1=CC=NC=C1